NC1=NC=C(C#N)C(=C1)N1C[C@H](CC1)N(C)C (S)-6-amino-4-(3-(dimethylamino)pyrrolidin-1-yl)nicotinonitrile